CC1=C(OCO1)C dimethyl-dioxole